2-{3-[(2R,6S)-2,6-Dimethylmorpholin-4-carbonyl]-5,6-dihydrocyclopenta[c]pyrazol-1(4H)-yl}-1-{4-[3-fluoro-5-(trifluoromethyl)phenyl]piperidin-1-yl}ethan-1-on C[C@@H]1CN(C[C@@H](O1)C)C(=O)C=1C2=C(N(N1)CC(=O)N1CCC(CC1)C1=CC(=CC(=C1)C(F)(F)F)F)CCC2